Vinyl diphenyl phosphite P(OC=C)(OC1=CC=CC=C1)OC1=CC=CC=C1